4-(4-methyl-1-piperazinylcarbonyl)benzeneboronic acid pinacol ester CN1CCN(CC1)C(=O)C1=CC=C(C=C1)B1OC(C)(C)C(C)(C)O1